5-Chloro-N2-(pyridin-2-yl)-N4-(3-(trifluoromethyl)phenyl)pyrimidine-2,4-diamine ClC=1C(=NC(=NC1)NC1=NC=CC=C1)NC1=CC(=CC=C1)C(F)(F)F